C1(=CC=CC=C1)S(=O)(=O)CCN(CCC(C(=O)O)NC(CC1=CC=CC=C1)=O)CCCCC1=NC=2NCCCC2C=C1 4-[2-(benzenesulfonyl)ethyl-[4-(5,6,7,8-tetrahydro-1,8-naphthyridin-2-yl)butyl]amino]-2-[(2-phenylacetyl)amino]butanoic acid